BrC1=C(C(C(=O)O)=C(C=C1)Br)C(=O)O 3,6-dibromophthalic acid